N1C=[NH+]C=C1.O[Sn+3] hydroxyl-tin imidazolium salt